FC(C1C2C=CC(C1)C2)(F)F 5-trifluoromethyl-bicyclo[2.2.1]hept-2-ene